3-aminopentanoic acid NC(CC(=O)O)CC